N2-(4-(trifluoromethyl)phenyl)-[1,1'-biphenyl]-2,4'-diamine FC(C1=CC=C(C=C1)NC=1C(=CC=CC1)C1=CC=C(C=C1)N)(F)F